3,4-dihydro-2H-pyrano[3,2-b]pyridine O1CCCC2=NC=CC=C21